C=1(N=CN2C1C=CC=C2)CCN(C)C 2-(imidazo[1,5-a]pyridin-1-yl)-N,N-dimethylethan-1-amine